C1(CCC(CCCC)O1)=S gamma-thionocaprylolactone